9-Hydroxytridecanoic acid OC(CCCCCCCC(=O)O)CCCC